Cl.Cl.C1(CCC1)N[C@H]1[C@@H](C1)C1=CC(=CS1)C(=O)NC=1SC(=NN1)C 5-(trans-2-(cyclobutylamino)cyclopropyl)-N-(5-methyl-1,3,4-thiadiazol-2-yl)thiophene-3-carboxamide Dihydrochloride